C(C(O)C)(=O)[O-].[Fe+3].C(C(O)C)(=O)[O-].C(C(O)C)(=O)[O-] ferric DL-lactate